OC(CNS(=O)(=O)C1=CC(=C(C=C1)NCC#CC1=C(C2=C(S1)C(=CC=C2)NC2CCN(CC2)C)CC(F)(F)F)OC)CO N-(2,3-dihydroxypropyl)-3-methoxy-4-((3-(7-((1-methylpiperidin-4-yl)amino)-3-(2,2,2-trifluoroethyl)benzo[b]thiophen-2-yl)prop-2-yn-1-yl)amino)benzenesulfonamide